ClC1=C(C(=CC(=C1)C(F)(F)F)[N+](=O)[O-])N1N=CC(=C1)C1=C2C(=NC=C1)NC=C2 4-{1-[2-chloro-6-nitro-4-(trifluoro-methyl)phenyl]-1H-pyrazol-4-yl}-1H-pyrrolo[2,3-b]pyridine